cetylstearyl-amine C(CCCCCCCCCCCCCCC)CCCCCCCCCCCCCCCCCCN